(2,4-dichlorophenyl)-5-[4-[(3S)-1-(3-fluoropropyl)pyrrolidin-3-yl]oxyphenyl]-2,3-dihydro-1-benzothiepin-8-carboxylic acid ClC1=C(C=CC(=C1)Cl)C1SC2=C(C(=CC1)C1=CC=C(C=C1)O[C@@H]1CN(CC1)CCCF)C=CC(=C2)C(=O)O